FC1=C(C=CC(=C1)OC1=NN(C=C1)C=1C=NC(=NC1)OC)NC1=NC=NC2=CC(=C(C=C12)O[C@H]1CN(CC1)C(C=C)=O)OC (R)-1-(3-((4-((2-fluoro-4-((1-(2-methoxypyrimidin-5-yl)-1H-pyrazol-3-yl)oxy)phenyl)amino)-7-methoxyquinazolin-6-yl)oxy)pyrrolidin-1-yl)prop-2-en-1-one